(2R,6R)-4-(8-bromo-5-quinolinyl)-N-[4-fluoropyrrolidin-3-yl]-6-methyl-morpholine-2-carboxamide BrC=1C=CC(=C2C=CC=NC12)N1C[C@@H](O[C@@H](C1)C)C(=O)NC1CNCC1F